tert-butyl (1-(3-(4-(4-(2,6-dioxopiperidin-3-yl)phenyl)piperazin-1-yl)propanoyl)piperidin-4-yl)carbamate O=C1NC(CCC1C1=CC=C(C=C1)N1CCN(CC1)CCC(=O)N1CCC(CC1)NC(OC(C)(C)C)=O)=O